1-(3-benzyl-3-(1-(4-fluorophenyl)-6-methyl-1H-indazol-5-yl)pyrrolidin-1-yl)ethan-1-one C(C1=CC=CC=C1)C1(CN(CC1)C(C)=O)C=1C=C2C=NN(C2=CC1C)C1=CC=C(C=C1)F